(R)-3-(5-(3-((cyclobutylmethyl)amino)piperidin-1-yl)pyridin-2-yl)-N-(6-cyclopentylpyrazin-2-yl)oxetane-3-carboxamide C1(CCC1)CN[C@H]1CN(CCC1)C=1C=CC(=NC1)C1(COC1)C(=O)NC1=NC(=CN=C1)C1CCCC1